3-[5-[methyl(4-piperidyl)amino]benzotriazol-1-yl]piperidine-2,6-dione hydrochloride Cl.CN(C1=CC2=C(N(N=N2)C2C(NC(CC2)=O)=O)C=C1)C1CCNCC1